N[C@H]1C[C@@H](OC[C@@H]1OC1CC1)C(=O)N1[C@H](C2=CC=CC=C2CC1)C1=CC=C(C=C1)F ((2R,4S,5R)-4-amino-5-cyclopropyloxy-tetrahydro-2H-pyran-2-yl)((S)-1-(4-fluorophenyl)-3,4-dihydroisoquinolin-2(1H)-yl)methanone